1-((4-aminophenyl)sulfonyl)-N-(4-methoxybenzyl)-4-(3,4,5-trihydroxybenzoyl)piperazine-2-carboxamide gamma-propyl-L-glutamate C(CC)C(C[C@H](N)C(=O)O)C(=O)O.NC1=CC=C(C=C1)S(=O)(=O)N1C(CN(CC1)C(C1=CC(=C(C(=C1)O)O)O)=O)C(=O)NCC1=CC=C(C=C1)OC